FC1=CC(=CC=2NC(=NC21)C2=NNC1=CC=C(C=C21)C=2C(=C(C=NC2)CNCC)C)F 5-[3-(4,6-difluoro-1H-benzoimidazol-2-yl)-1H-indazol-5-yl]-N-ethyl-4-methyl-3-pyridinemethanamine